O=C1NC(CCC1C1=CC=C(C=C1)C#CC1CCN(CC1)C(=O)OC(C)(C)C)=O tert-butyl 4-[2-[4-(2,6-dioxo-3-piperidyl)phenyl]ethynyl]-piperidine-1-carboxylate